(8-(((3R,5R)-5-fluoropiperidin-3-yl)amino)imidazo[1,2-d][1,2,4]triazin-5-yl)-5-(trifluoromethyl)phenol F[C@@H]1C[C@H](CNC1)NC=1C=2N(C(=NN1)C1=C(C=C(C=C1)C(F)(F)F)O)C=CN2